epichlorohydrin compound with 2-mercaptoethanol SCCO.C(Cl)C1CO1